C(#N)C=1C=CC2=C(SC=C2B(O)O)C1 (6-cyanobenzo[b]thiophen-3-yl)boronic acid